C([C@H](O)C)(=O)O (R)-lactic acid